Tert-butyl 4-(6-((5-fluoro-4-(8-fluoro-4-(2-hydroxypropan-2-yl)-2-methylquinolin-6-yl)pyrimidin-2-yl)amino)pyridin-3-yl)piperazine-1-carboxylate FC=1C(=NC(=NC1)NC1=CC=C(C=N1)N1CCN(CC1)C(=O)OC(C)(C)C)C=1C=C2C(=CC(=NC2=C(C1)F)C)C(C)(C)O